tert-butyl 4-((2-(1H-tetrazol-5-yl)-4-(trifluoromethyl) benzyl) (methyl) amino)-4-methylpiperidine-1-carboxylate N1N=NN=C1C1=C(CN(C2(CCN(CC2)C(=O)OC(C)(C)C)C)C)C=CC(=C1)C(F)(F)F